C1(=CC(=CC=C1)CN1CCNCCNCCNCCCC1)CN1CCNCCNCCNCCCC1 1'-[1,3-phenylene-bis-(methylene)]-bis-1,4,7,10-tetraazacyclotetradecane